COC1=CC=C(CN(S(=O)(=O)C(C(=O)N)CCCC=C)CC2=CC=C(C=C2)OC)C=C1 (3S)-(N,N-BIS(4-METHOXYBENZYL)SULFAMOYL)HEPT-6-ENAMIDE